NC1=C(C(=O)NC2CCC(CC2)O)C=C(C=N1)C1=CC=C(C=C1)[C@@]12CN(C[C@H]2C1)CCOCC(F)(F)F 2-amino-N-((1R,4R)-4-hydroxycyclohexyl)-5-(4-((1R,5S)-3-(2-(2,2,2-trifluoroethoxy)ethyl)-3-azabicyclo[3.1.0]hex-1-yl)phenyl)nicotinamide